4-(benzylthio)-1-propyl-1H-1,2,3-triazole C(C1=CC=CC=C1)SC=1N=NN(C1)CCC